C1(CC1)S(=O)(=O)N1N=CC(=C1)C1=NC=CC(=N1)NC1=NC=C(C(=C1)NC1CCC(CC1)F)C1=NC=C(N=C1)OC1CCN(CC1)C N2-(2-(1-(Cyclopropylsulfonyl)-1H-pyrazol-4-yl)pyrimidin-4-yl)-N4-((1s,4s)-4-fluorocyclohexyl)-5-(5-((1-methylpiperidin-4-yl)oxy)pyrazin-2-yl)pyridine-2,4-diamine